12-((tert-butyldiphenylsilyl)oxy)dodecanal [Si](C1=CC=CC=C1)(C1=CC=CC=C1)(C(C)(C)C)OCCCCCCCCCCCC=O